O=C1NC(CC[C@@H]1N1C(C2=CC3=C(C=C2C1=O)N=C(O3)CC3CCNCC3)=O)=O (S)-6-(2,6-Dioxopiperidin-3-yl)-2-(piperidin-4-ylmethyl)-5H-oxazolo[4,5-f]isoindole-5,7(6H)-dione